C(C)S(=O)(=O)C1=CC=C(C=C1)[C@H](CO)NC(=O)C=1C=NC=NC1 N-((R)-1-(4-(ethylsulfonyl)phenyl)-2-hydroxyethyl)pyrimidine-5-carboxamide